ClC1=C(C=CC=C1C1=NC(=C(C=C1)CN1CC(CC1)(C)O)OC)C1=C(C(=CC=C1)C1=C(C(N(C(N1C)=O)C)=O)C(=O)N)C (2'-chloro-3'-(5-((3-hydroxy-3-methylpyrrolidin-1-yl)methyl)-6-methoxypyridin-2-yl)-2-methyl-[1,1'-biphenyl]-3-yl)-1,3-dimethyl-2,4-dioxo-1,2,3,4-tetrahydropyrimidine-5-carboxamide